S(=O)(=O)(C1=CC=C(C)C=C1)OC[C@H](C)C1CCN(CC1)C(=O)OC(C)(C)C tert-butyl (R)-4-(1-(tosyloxy)propan-2-yl)piperidine-1-carboxylate